(1R,2R,3S,4S)-N-(2,2'-difluoro-[1,1'-biphenyl]-4-yl)-3-(1-methyl-3-(trifluoromethyl)-1H-pyrazol-5-yl)-7-oxabicyclo[2.2.1]heptane-2-carboxamide FC1=C(C=CC(=C1)NC(=O)[C@H]1[C@H]2CC[C@@H]([C@@H]1C1=CC(=NN1C)C(F)(F)F)O2)C2=C(C=CC=C2)F